OC(=O)C(F)(F)F.C(#N)C=1C=CC(=C(C1)C=1N=C(OC1)C(=O)N[C@H]1CN[C@@H](C1)COC)OC1CC1 4-(5-Cyano-2-cyclopropoxyphenyl)-N-((3R,5S)-5-(methoxymethyl)pyrrolidin-3-yl)oxazole-2-carboxamide TFA salt